CC(CCCCC=C)[Si](OCC)(OCC)C 1-methyl-6-heptenylmethyldiethoxysilane